3,5-dichloro-N-[cyano[(1-methyl-2-propynyl)-oxy]-methyl]-benzamide ClC=1C=C(C(=O)NC(OC(C#C)C)C#N)C=C(C1)Cl